2-[(4-{6-[(1s,3s,4r,6s)-6-(cyclopropylmethyl)-2-azabicyclo[2.2.2]octane-3-carbonyl]-2,6-diazaspiro[3.3]hept-2-yl}pyrimidin-5-yl)oxy]-5-fluoro-N,N-di(prop-2-yl)benzamide C1(CC1)C[C@H]1C[C@@H]2[C@H](N[C@H]1CC2)C(=O)N2CC1(CN(C1)C1=NC=NC=C1OC1=C(C(=O)N(C(C)C)C(C)C)C=C(C=C1)F)C2